Methyl 2-(4-amino-1-methyl-1H-pyrazolo[3,4-d]pyrimidin-3-yl)-3-chloro-1H-indole-6-carboxylate NC1=C2C(=NC=N1)N(N=C2C=2NC1=CC(=CC=C1C2Cl)C(=O)OC)C